bis[4-dimethoxyethylsilylbutyl]urea COC(C[SiH2]CCCCNC(NCCCC[SiH2]CC(OC)OC)=O)OC